(S)-4-(((S)-3-fluoro-2-methoxypropyl)(4-(5,6,7,8-tetrahydro-1,8-naphthyridin-2-yl)butyl)amino)-2-(thieno[2,3-d]pyrimidin-4-ylamino)butyric acid FC[C@H](CN(CC[C@@H](C(=O)O)NC=1C2=C(N=CN1)SC=C2)CCCCC2=NC=1NCCCC1C=C2)OC